N-Salicylal-N'-salicyloylhydrazine C(C=1C(O)=CC=CC1)=NNC(C=1C(O)=CC=CC1)=O